4-[[3-[[6-Cyano-5-(trifluoromethyl)-pyridin-3-yl]amino]-2-hydroxy-2-methyl-3-oxopropanoyl]amino]butyric acid ethyl ester C(C)OC(CCCNC(C(C(=O)NC=1C=NC(=C(C1)C(F)(F)F)C#N)(C)O)=O)=O